tert-butyl 2-(2,6-dichloro-4-nitrophenyl)-2-cyanoacetate ClC1=C(C(=CC(=C1)[N+](=O)[O-])Cl)C(C(=O)OC(C)(C)C)C#N